3-fluoro-N-(2-hydroxyethyl)-4-(2H-tetrazol-5-yl)benzenesulfonamide FC=1C=C(C=CC1C=1N=NNN1)S(=O)(=O)NCCO